ethyl-tributylphosphine chloride [Cl-].C(C)C(CCC)P(CCCC)CCCC